BrC=1C=C(C(=O)NC2=C(C=NN2C)O[C@@H](C(=O)OC)C)C=C(C1OC)Br methyl (R)-2-((5-(3,5-dibromo-4-methoxybenzamido)-1-methyl-1H-pyrazol-4-yl)oxy)propanoate